[2H]C(C(=O)N1C[C@H](OCC1)CN1CCC(CC1)NC=1C=2N(C=C(C1)C(F)(F)F)C(=CN2)C(C)C)=C([2H])[2H] 2,3,3-trideuterio-1-[(2R)-2-[[4-[[3-isopropyl-6-(trifluoromethyl)imidazo[1,2-a]pyridin-8-yl]amino]-1-piperidyl]methyl]morpholin-4-yl]prop-2-en-1-one